CN(C(=O)C=1C=CC=2N(C1)C(=CN2)C=2C=CC(=NC2)NC(OC)=O)C2=NC=CC(=N2)C methyl N-[5-[6-[methyl-(4-methylpyrimidin-2-yl)carbamoyl]imidazo[1,2-a]pyridin-3-yl]-2-pyridyl]carbamate